6-(6-chloro-4-{3,8-diazabicyclo[3.2.1]octan-3-yl}-2-[(1-{[(2R)-2,4-dimethylpiperazin-1-yl]methyl}cyclopropyl)methoxy]-8-fluoroquinazolin-7-yl)-4-methyl-5-(trifluoromethyl)pyridin ClC=1C=C2C(=NC(=NC2=C(C1C1=C(C(=CC=N1)C)C(F)(F)F)F)OCC1(CC1)CN1[C@@H](CN(CC1)C)C)N1CC2CCC(C1)N2